(1R,5S)-N-((S)-1-hydroxy-3-phenylprop-2-yl)-6,6-dimethyl-3-(quinoline-2-carbonyl)-3-azabicyclo[3.1.0]hexane-2-carboxamide OC[C@H](CC1=CC=CC=C1)NC(=O)C1[C@H]2C([C@H]2CN1C(=O)C1=NC2=CC=CC=C2C=C1)(C)C